FC(OC1=CC=C(C=C1)C(C=CC1=CC(=C(C(=C1)C)OCC(=O)O)C)=O)(F)F 1-[4-trifluoromethoxyphenyl]-3-[3,5-dimethyl-4-carboxymethoxyphenyl]prop-2-en-1-one